2-(2-methylimidazo[1,2-a]pyridin-6-yl)-6-(4-methylpiperazin-1-yl)quinazolin-4(3H)-one CC=1N=C2N(C=C(C=C2)C2=NC3=CC=C(C=C3C(N2)=O)N2CCN(CC2)C)C1